5-(4-(4-(dimethoxymethyl)piperidin-1-yl)-3-fluorophenyl)-6-(tetrahydro-2H-pyran-4-yl)-5,6,7,8-tetrahydronaphthalene-2-ol COC(C1CCN(CC1)C1=C(C=C(C=C1)C1C=2C=CC(=CC2CCC1C1CCOCC1)O)F)OC